C(C)(C)NC(CN1CCN(CC1)C1=CC2=C(CC(O2)(C)C)C=C1NC(=O)C=1C=NN2C1N=CC=C2)=O N-(6-(4-(2-(Isopropylamino)-2-oxoethyl)piperazin-1-yl)-2,2-dimethyl-2,3-dihydrobenzo-furan-5-yl)pyrazolo[1,5-a]pyrimidine-3-carboxamide